4-(3-(4-cyano-3-(trifluoromethyl)phenyl)-5,5-dimethyl-4-oxo-2-thioxoimidazolidin-1-yl)phenyl trifluoromethanesulfonate FC(S(=O)(=O)OC1=CC=C(C=C1)N1C(N(C(C1(C)C)=O)C1=CC(=C(C=C1)C#N)C(F)(F)F)=S)(F)F